1-Heptacosen C=CCCCCCCCCCCCCCCCCCCCCCCCCC